N-(2-(Tert-butyl)pyridin-4-yl)-6-(imidazo[1,2-a]pyridin-3-carbonyl)-4,5,6,7-tetrahydrothieno[2,3-c]pyridin-3-carboxamid C(C)(C)(C)C1=NC=CC(=C1)NC(=O)C1=CSC=2CN(CCC21)C(=O)C2=CN=C1N2C=CC=C1